N-[(2S)-1-{4-[3-(1,3-oxazol-5-yl)benzenesulfonyl]piperazin-1-yl}propan-2-yl]-8-(trifluoromethyl)quinazolin-4-amine O1C=NC=C1C=1C=C(C=CC1)S(=O)(=O)N1CCN(CC1)C[C@H](C)NC1=NC=NC2=C(C=CC=C12)C(F)(F)F